CC1=C(C=CC(=C1)C)N1N=C(C=C1C)C 1-(2,4-dimethylphenyl)-3,5-dimethyl-1H-pyrazole